3-[5-[(3R)-3-(dimethylamino)pyrrolidin-1-yl]pyrimidin-2-yl]-N-[(R)-(5-fluoro-2-hydroxy-phenyl)-(1H-indol-2-yl)methyl]-5-methyl-benzamide CN([C@H]1CN(CC1)C=1C=NC(=NC1)C=1C=C(C(=O)N[C@@H](C=2NC3=CC=CC=C3C2)C2=C(C=CC(=C2)F)O)C=C(C1)C)C